BrC1=CC=C(OC[C@H](COC\C(=C/COC(C2=CC=CC=C2)(C2=CC=CC=C2)C2=CC=CC=C2)\C)O)C=C1 (S,Z)-1-(4-bromophenoxy)-3-((2-methyl-4-(trityloxy)but-2-en-1-yl)oxy)propan-2-ol